FC1(CN(CC[C@H]1N1CCN(CC1)C1=C(C=C(NC2C(NC(CC2)=O)=O)C=C1)F)C(C1=C(C=C(C=C1)C1=CN(C(C(=C1C)C)=O)C)OC(F)(F)F)=O)F 3-[4-[4-[(4R)-3,3-difluoro-1-[2-(trifluoromethoxy)-4-(1,4,5-trimethyl-6-oxo-3-pyridyl)benzoyl]-4-piperidyl]piperazin-1-yl]-3-fluoro-anilino]piperidine-2,6-dione